2-Amino-N-(4-bromophenyl)nicotinamide 2-hexyldecyl-8-aminocaprylate C(CCCCC)C(COC(CCCCCCCN)=O)CCCCCCCC.NC1=C(C(=O)NC2=CC=C(C=C2)Br)C=CC=N1